C(C)(C)(C1=CC=CC=C1)C1=CC=C(OC(CO)O)C=C1 4-cumylphenoxyethylene glycol